methyl (S)-1-(3-(2-chloro-4-fluoro-3-methyl-5-nitrobenzamido)-4-(3,4-dimethylpiperazin-1-yl)phenyl)-1H-1,2,3-triazole-4-carboxylate ClC1=C(C(=O)NC=2C=C(C=CC2N2C[C@@H](N(CC2)C)C)N2N=NC(=C2)C(=O)OC)C=C(C(=C1C)F)[N+](=O)[O-]